tert-butyl (S)-2-((3-chlorophenyl)amino)-5,5-dimethylhexanoate ClC=1C=C(C=CC1)N[C@H](C(=O)OC(C)(C)C)CCC(C)(C)C